β-L-arabinose O[C@@H]1[C@H](O)[C@@H](O)[C@@H](O)CO1